C1(CC1)[C@@H](C)N(C(=O)OCC1=C(C=NN1C)C=1N=C(C(=NC1)O[C@@H]1C[C@H](CCC1)C(=O)O)C)C (1S,3S)-3-((5-(5-(((((R)-1-cyclopropylethyl)(methyl)carbamoyl)oxy)methyl)-1-methyl-1H-pyrazol-4-yl)-3-methylpyrazin-2-yl)oxy)cyclohexane-1-carboxylic acid